NC1=C(C(=NC=2N1N=C(C2CC2CC2)C)S(=O)(=O)C)C#N amino-3-(cyclopropylmethyl)-2-methyl-5-(methylsulfonyl)pyrazolo[1,5-a]pyrimidine-6-carbonitrile